Cl.Cl.FC1=CC=C(C=C1)N1CCN(CC1)CC[C@@H]1N(C(C2(C1)CCNCC2)=O)C (R)-3-(2-(4-(4-fluorophenyl)piperazin-1-yl)ethyl)-2-methyl-2,8-diazaspiro[4.5]decan-1-one dihydrochloride